NCC(CN1N=CN(C1=O)C1=CC(=CC=C1)C=1C=NN(C1)CC)=C(F)F 2-[2-(aminomethyl)-3,3-difluoro-allyl]-4-[3-(1-ethylpyrazol-4-yl)phenyl]-1,2,4-triazol-3-one